NCC1(CC1)COC=1C=NC=C(C1C1=CC(=NN1)NC=1N=CC(=NC1)C#N)OC 5-{[5-(3-{[1-(Aminomethyl)cyclopropyl]methoxy}-5-methoxypyridin-4-yl)-1H-pyrazole-3-yl]amino}pyrazine-2-carbonitrile